1-(5'-bromo-2',3'-difluorophenyl)ethaneN BrC=1C=C(C(=C(C1)C=C)F)F